2-O-α-D-Glucopyranosyl-D-Glucose C([C@@H]1[C@H]([C@@H]([C@H]([C@H](O1)O[C@@H](C=O)[C@H]([C@@H]([C@@H](CO)O)O)O)O)O)O)O